FC1=CC=C(C(=O)N2[C@@H](CN(CC2)C(=O)OC(C)(C)C)C)C=C1 Tert-butyl (R)-4-(4-fluorobenzoyl)-3-methylpiperazine-1-carboxylate